FC1=C(C=CC(=C1)F)CNC(=O)C=1C(C(=C2N(C[C@@H]3OCC[C@H](N3C2=O)C)C1)[O-])=O.[Na+] sodium (4R,12aS)-9-{[(2,4-difluorophenyl)methyl] carbamoyl}-4-methyl-6,8-dioxo-3,4,6,8,12,12a-hexahydro-2H-pyrido[1',2':4,5]pyrazino[2,1-b][1,3]oxazin-7-olate